1-tetradecyl-triethoxysilane C(CCCCCCCCCCCCC)[Si](OCC)(OCC)OCC